4-[2-[(2R)-2-(1-hydroxy-1-methyl-ethyl)azetidin-1-yl]-6,7-dihydro-5H-cyclopenta[d]pyrimidin-4-yl]benzamide OC(C)(C)[C@@H]1N(CC1)C=1N=C(C2=C(N1)CCC2)C2=CC=C(C(=O)N)C=C2